1-(4-(3-(3-chlorophenyl)-1-tosyl-1H-pyrrolo[2,3-b]pyridin-5-yl)benzyl)piperidin-3-ol ClC=1C=C(C=CC1)C1=CN(C2=NC=C(C=C21)C2=CC=C(CN1CC(CCC1)O)C=C2)S(=O)(=O)C2=CC=C(C)C=C2